C(CC#C)N1C=NC=C1 1-(But-3-yn-1-yl)-1H-imidazole